phenyl-nonynediol C1(=CC=CC=C1)C(C#CCCCCCC)(O)O